C(C)(C)(C)OC(CS)=O TertButyl-2-Sulfanylacetate